CS(=O)(=O)OCC(CO[Si](C)(C)C(C)(C)C)COC 3-((tert-butyldimethylsilyl)oxy)-2-(methoxymethyl)propyl methanesulfonate